[Si](C)(C)(C(C)(C)C)OC1=C(C=C(C=C1)NC)CC(=O)N(C)C 2-(2-((tert-butyldimethylsilyl)oxy)-5-(methylamino)phenyl)-N,N-dimethylacetamide